5-Amino-5-oxopentanoic acid NC(CCCC(=O)O)=O